C1(CCCCC1)C[C@@H](C(=O)N[C@H](C(O)P(=O)(OCC)OCC)CCC(=O)N1CCOC2=C(C1)C=CC=C2)NC(OCCCCCC)=O Hexyl ((2S)-3-cyclohexyl-1-(((2S)-1-(diethoxyphosphoryl)-5-(2,3-dihydrobenzo[f][1,4]oxazepin-4(5H)-yl)-1-hydroxy-5-oxopentan-2-yl)amino)-1-oxopropan-2-yl)carbamate